7-[[4-[(Dimethylamino)methyl]-1H-indol-7-yl]sulfanyl]-2-(ethoxymethyl)-6-methyl-1H-imidazo[4,5-c]pyridin-4-amine CN(C)CC1=C2C=CNC2=C(C=C1)SC=1C2=C(C(=NC1C)N)N=C(N2)COCC